7-((pyridin-3-yl)methoxy)-4-trifluoromethyl-2H-1-benzopyran-2-one N1=CC(=CC=C1)COC1=CC2=C(C(=CC(O2)=O)C(F)(F)F)C=C1